1H-inden-1-one C1(C=CC2=CC=CC=C12)=O